C(C)(C)(C)OC(=O)N1CC2(CNC2C2=NC=C(C=N2)C#C[Si](C)(C)C)CCC1 (5-((trimethylsilyl)ethynyl)pyrimidin-2-yl)-2,6-diazaspiro[3.5]nonane-6-carboxylic acid tert-butyl ester